4-[2-(2-naphthyl)(E)-vinyl]benzyltriphenylphosphonium bromide [Br-].C1=C(C=CC2=CC=CC=C12)/C=C/C1=CC=C(C[P+](C2=CC=CC=C2)(C2=CC=CC=C2)C2=CC=CC=C2)C=C1